4-(3-amino-3-oxopropyl)phenyl-2-methylpropionic acid methyl ester COC(C(C)(C)C1=CC=C(C=C1)CCC(=O)N)=O